NC1=NC=C(C2=C1C(=NN2C)C2=CC(=C(C=C2)NS(=O)(=O)C(F)F)O[C@@H](C)C2=CC=C(C=C2)F)C=2C=NN(C2)C=2C=NC(=NC2)NC (S)-N-(4-(4-amino-1-methyl-7-(1-(2-(methylamino)pyrimidin-5-yl)-1H-pyrazol-4-yl)-1H-pyrazolo[4,3-c]pyridin-3-yl)-2-(1-(4-fluorophenyl)ethoxy)phenyl)-1,1-difluoromethanesulfonamide